NCCNCCS(=O)(=O)O 2-(2-aminoethyl-amino)ethanesulphonic acid